N1=CC=C(C=C1)C1=CC=C(C=C1)N1C(NCC1)=O 1-(4-(pyridin-4-yl)phenyl)imidazolin-2-one